ClC=1C=C(C=C(C1)Cl)C1=CC(=C(C(=N1)OC1=CC=C(N=N1)N1CCN(CC1)C(=O)OC(C)(C)C)C)CN1CCC(CC1)CC(=O)OC tert-Butyl 4-(6-((6-(3,5-dichlorophenyl)-4-((4-(2-methoxy-2-oxoethyl)piperidin-1-yl)methyl)-3-methylpyridin-2-yl)oxy)pyridazin-3-yl)piperazine-1-carboxylate